α-cubenene CC1CCC(C2C13C2C(=CC3)C)C(C)C